methyl 5-chloro-3-(methylamino)-2-((2-(trimethylsilyl)ethoxy)methyl)-2H-pyrazolo[4,3-b]pyridine-7-carboxylate ClC=1C=C(C=2C(N1)=C(N(N2)COCC[Si](C)(C)C)NC)C(=O)OC